(((3-chloro-4-fluorophenyl) ((4-nitrophenoxy) carbonyl) amino) methyl) benzoate C(C1=CC=CC=C1)(=O)OCN(C(=O)OC1=CC=C(C=C1)[N+](=O)[O-])C1=CC(=C(C=C1)F)Cl